(R)-8-(8-([1,2,4]triazolo[4,3-a]pyridin-8-ylthio)imidazo[1,2-c]pyrimidin-5-yl)-8-azaspiro[4.5]decan-1-amine N=1N=CN2C1C(=CC=C2)SC=2C=1N(C(=NC2)N2CCC3(CCC[C@H]3N)CC2)C=CN1